methyl 4-(4-((1-(4-(tert-butoxycarbonyl) phenyl) piperidin-4-yl) methyl) piperazin-1-yl)-2-fluorobenzoate C(C)(C)(C)OC(=O)C1=CC=C(C=C1)N1CCC(CC1)CN1CCN(CC1)C1=CC(=C(C(=O)OC)C=C1)F